1-methyl-3-chloropropane CCCCCl